C(C)(C)(C)OC(=O)N1CCC(CC1)CCNC=1C=2N(C=C(N1)C1=CC=NC=C1)C=C(N2)C(N)=O 4-[2-(2-Carbamoyl-6-pyridin-4-yl-imidazo[1,2-a]pyrazin-8-ylamino)-ethyl]-piperidine-1-carboxylic acid tert-butyl ester